2-(4-(2-(dimethylamino)ethoxy)-3,5-dimethylphenyl)-5,7-dimethoxyquinazolin-4(3H)-one CN(CCOC1=C(C=C(C=C1C)C1=NC2=CC(=CC(=C2C(N1)=O)OC)OC)C)C